(R)-methyl 6-((3-fluoro-4-methylphenyl)sulfonyl)-1-(4-fluorophenyl)-4,4a,5,6,7,8-hexahydro-1H-pyrazolo[3,4-g]isoquinoline-4a-carboxylate FC=1C=C(C=CC1C)S(=O)(=O)N1C[C@]2(CC3=C(C=C2CC1)N(N=C3)C3=CC=C(C=C3)F)C(=O)OC